Cl.CN1N=C(C2=CC=CC=C12)C(=O)NC1CC2CCCC(C1)N2C 1-Methyl-N-(endo-9-methyl-9-azabicyclo[3.3.1]non-3-yl)-1H-indazole-3-carboxamide hydrochloride